CNC(=O)C1=CC(=CC=2[C@@H](COC21)C2=CC=CC=C2)C(=O)NC2[C@@H]1CN(CC21)C(CC)=O (S)-N7-Methyl-3-phenyl-N5-((11R,5S,6s)-3-propionyl-3-azabicyclo[3.1.0]hexan-6-yl)-2,3-dihydrobenzofuran-5,7-dicarboxamide